N-γ-maleimidobutyryloxysuccinimide C1(C=CC(N1CCCC(=O)ON1C(CCC1=O)=O)=O)=O